(S)-2-((6-(2-(4-chlorobenzofuran-7-yl)ethoxy)-3',6'-dihydro-[2,4'-bipyridinyl]-1'(2'H)-yl)methyl)-1-(oxetan-2-ylmethyl)-1H-benzo[d]imidazole-6-carboxylic acid ClC1=CC=C(C2=C1C=CO2)CCOC2=CC=CC(=N2)C=2CCN(CC2)CC2=NC1=C(N2C[C@H]2OCC2)C=C(C=C1)C(=O)O